CC(C)(CNC(=O)CC1CCC2(CC1)OC3(C4CC5CC(C4)CC3C5)OO2)N.C(=C\\C(=O)O)\\C(=O)O The molecule is the maleic acid salt of arterolane. It is an antimalarial drug used as a fixed combination with piperaquine. It has a role as an antiplasmodial drug and an antimalarial. It contains an arterolane(1+).